6-Chloro-3-(3,4-dimethoxybenzoyl)-N-((1-methyl-1H-imidazol-5-yl)methyl)-4-oxo-4H-chromene-2-carboxamide ClC=1C=C2C(C(=C(OC2=CC1)C(=O)NCC1=CN=CN1C)C(C1=CC(=C(C=C1)OC)OC)=O)=O